magnesium borate cobalt [Co+2].B([O-])([O-])[O-].[Mg+2]